CC1(OC2C3C(C(C(C3CCC2C1)(C)C)C)(C)C)C 4,4,10,10,11,12,12-heptamethyl-3-oxatricyclo[7.3.0.0<2,6>]dodecane